4-bromo-3-methyl-7-[4-(trifluoromethoxy)phenyl]benzimidazol BrC1=CC=C(C=2N=CN(C21)C)C2=CC=C(C=C2)OC(F)(F)F